((2R,4S)-2-(aminomethyl)-4-(3-ethoxy-4-methoxyphenyl)pyrrolidin-1-yl)ethanone hydrochloride Cl.NC[C@@H]1N(C[C@@H](C1)C1=CC(=C(C=C1)OC)OCC)C(C)=O